(1H-benzimidazol-5-ylamino){4-[2-(trifluoromethyl)-1,3-thiazol-5-yl]phenyl}-acetonitrile N1C=NC2=C1C=CC(=C2)NC(C#N)C2=CC=C(C=C2)C2=CN=C(S2)C(F)(F)F